2-(4,6-difluoro-1H-indazol-3-yl)-N-(2-methoxybenzyl)ethan-1-amine fumarate C(\C=C\C(=O)O)(=O)O.FC1=C2C(=NNC2=CC(=C1)F)CCNCC1=C(C=CC=C1)OC